tert-butyl 4-(4-((6-(2-chlorophenyl)-8,9-dihydroimidazo[1',2':1,6]pyrido[2,3-d]pyrimidin-2-yl)amino)-2-fluorophenyl)piperazine-1-carboxylate ClC1=C(C=CC=C1)C1=CC2=C(N=C(N=C2)NC2=CC(=C(C=C2)N2CCN(CC2)C(=O)OC(C)(C)C)F)N2C1=NCC2